(R)-4-(3-((S)-1-(4-Amino-3-methyl-1H-pyrazolo[3,4-d]pyrimidin-1-yl)ethyl)-5-chloro-2-ethoxy-6-fluorophenyl)pyrrolidin-2-one hydrochloric acid salt Cl.NC1=C2C(=NC=N1)N(N=C2C)[C@@H](C)C=2C(=C(C(=C(C2)Cl)F)[C@H]2CC(NC2)=O)OCC